C(C=C)C=1CCCCN(C1C#CC1=CC=CC=C1)S(=O)(=O)C1=CC=C(C=C1)OC 6-allyl-7-phenylethynyl-1-p-methoxybenzenesulfonyl-2,3,4,5-tetrahydro-1H-azepine